2,2'-azobis-(N-butyl-2-methylpropionamide) N(=NC(C(=O)NCCCC)(C)C)C(C(=O)NCCCC)(C)C